cis-methyl 3-carbamoylcyclopentane-1-carboxylate C(N)(=O)[C@H]1C[C@H](CC1)C(=O)OC